CC=1N=C2N(C=C(C=C2)N2CCNCC2)C1 2-methyl-6-(piperazin-1-yl)imidazo[1,2-a]pyridine